BrC1(C(=NC2=CC=CC=C12)S(=O)(=O)C1=C(C=CC=C1)[N+](=O)[O-])C 3-bromo-3-methyl-2-(2-nitrobenzenesulfonyl)-3H-indole